N1C=[NH+]C=C1.[Na+] sodium imidazolium salt